ClC=1C=C(C=CC1)N1N=CC(=C1)[C@H](C(=O)NC1=CC(=NN1)C1CCC1)C (R)-2-(1-(3-chlorophenyl)-1H-pyrazol-4-yl)-N-(3-cyclobutyl-1H-pyrazol-5-yl)propanamide